FC(C=1C(=C(C=CC1)[C@@H](C)NC1=CC=NC2=CC=C(C=C12)[C@@]1(CN(CC1)C(=O)N(C)C)OC)F)F (S)-3-(4-(((R)-1-(3-(difluoromethyl)-2-fluorophenyl)ethyl)amino)quinolin-6-yl)-3-methoxy-N,N-dimethylpyrrolidine-1-carboxamide